N-((1-phenylpyrrolidin-3-yl)methyl)-4-(4-(pyridazin-3-ylmethoxy)phenyl)-1H-imidazole-1-carboxamide C1(=CC=CC=C1)N1CC(CC1)CNC(=O)N1C=NC(=C1)C1=CC=C(C=C1)OCC=1N=NC=CC1